7-{3-methylbicyclo[1.1.1]pentan-1-yl}-2-(methylsulfanyl)imidazo[4,3-f][1,2,4]triazine CC12CC(C1)(C2)C2=NC=C1C=NC(=NN12)SC